(benzyloxy)-3-(2-chloroethyl)-2-methyl-4H-pyridin C(C1=CC=CC=C1)OC1C(C(=NC=C1)C)CCCl